4-[(4-chloro-2-nitrophenyl)amino]-3-methylpiperidine-1-carboxylic acid tert-butyl ester C(C)(C)(C)OC(=O)N1CC(C(CC1)NC1=C(C=C(C=C1)Cl)[N+](=O)[O-])C